2-(2-((2s,3r)-3-((tert-butyldimethylsilyl)oxy)-2-(cyclopentyloxy)-3-(3,5-dimethoxy-4-methylphenyl)propyl)-5-methylthiazol-4-yl)acetic acid [Si](C)(C)(C(C)(C)C)O[C@@H]([C@H](CC=1SC(=C(N1)CC(=O)O)C)OC1CCCC1)C1=CC(=C(C(=C1)OC)C)OC